FC1=C(C(=CC=C1)F)C=1C=2C=3CCCCOC3SC2NC(CN1)=O 3-(2,6-difluorophenyl)-11-oxa-9-thia-4,7-diazatricyclo[8.5.0.02,8]pentadec-1(10),2(8),3-trien-6-one